tert-Butyl (R)-2-(4-(methoxycarbonyl)phenyl)-4-methyl-3-oxopiperazine-1-carboxylate COC(=O)C1=CC=C(C=C1)[C@H]1N(CCN(C1=O)C)C(=O)OC(C)(C)C